2-{[(1S)-1-{4-[(4,4-difluoropiperidin-1-yl)carbonyl]phenyl}ethyl]amino}-8-(2,2-dimethylpropyl)pyrido[2,3-d]pyrimidin-7(8H)-one FC1(CCN(CC1)C(=O)C1=CC=C(C=C1)[C@H](C)NC=1N=CC2=C(N1)N(C(C=C2)=O)CC(C)(C)C)F